ethyl 4-(3-chloro-4-(isobutyryloxy)phenyl)-6-methyl-2-oxo-1,2,3,4-tetrahydropyrimidine-5-carboxylate ClC=1C=C(C=CC1OC(C(C)C)=O)C1NC(NC(=C1C(=O)OCC)C)=O